ClC=1C(=C2C(N(CN(C2=CC1)C1=C(C=C(C=C1)F)C)C=1C=CC(=NC1)C(=O)N)=O)F 5-(6-chloro-5-fluoro-1-(4-fluoro-2-methylphenyl)-4-oxo-1,4-dihydro-quinazolin-3(2H)-yl)picolinamide